3-((R)-1'-(7-(((R)-1-(2,4-dichlorophenyl)ethyl)amino)-[1,2,4]triazolo[1,5-a]pyrimidin-5-yl)-[3,4'-bipiperidin]-1-yl)propanoic acid ClC1=C(C=CC(=C1)Cl)[C@@H](C)NC1=CC(=NC=2N1N=CN2)N2CCC(CC2)[C@@H]2CN(CCC2)CCC(=O)O